6,7-dimethoxyflavone COC=1C=C2C(C=C(OC2=CC1OC)C1=CC=CC=C1)=O